O=C1OI(C2=C1C=CC=C2)(CC(=O)[O-])(CC(=O)[O-])CC(=O)[O-] 3-oxo-1,3-dihydro-1λ5,2-benziodoxole-1,1,1-triyltriacetate